tert-butyl 3,3-difluoro-2-[methyl(m-tolyl)carbamoyl]pyrrolidine-1-carboxylate FC1(C(N(CC1)C(=O)OC(C)(C)C)C(N(C=1C=C(C=CC1)C)C)=O)F